1',2'-dihydrospiro[cyclopentane-1,3'-pyrrolo[3,2-b]pyridine]-5'-carbonitrile N1CC2(C3=NC(=CC=C31)C#N)CCCC2